COC=1C=C2C(=NC(=NC2=CC1OC)C)N1CCC(CC1)CCP(O)(O)=O (2-(1-(6,7-dimethoxy-2-methylquinazolin-4-yl)piperidin-4-yl)ethyl)phosphonic acid